tert-butyl (2-fluoro-4-((2-methyl-1-((2-(trimethylsilyl)ethoxy)methyl)-1H-pyrrolo[2,3-b]pyridin-4-yl)oxy)phenyl)carbamate FC1=C(C=CC(=C1)OC1=C2C(=NC=C1)N(C(=C2)C)COCC[Si](C)(C)C)NC(OC(C)(C)C)=O